3-[2-(2-{5-[(3R,5R)-3-amino-5-fluoropiperidine-1-carbonyl]-7-methoxy-1-methyl-1H-1,3-benzodiazol-2-yl}-1-(cyclopropylmethyl)-1H-pyrrolo[2,3-b]pyridin-6-yl)ethyl]-1,3-oxazolidin-2-one N[C@H]1CN(C[C@@H](C1)F)C(=O)C1=CC2=C(N(C(=N2)C2=CC=3C(=NC(=CC3)CCN3C(OCC3)=O)N2CC2CC2)C)C(=C1)OC